6,7-dihydro-5H-pyrrolo[1,2-c]imidazol C1=C2N(C=N1)CCC2